5-chloro-6-(7-(difluoromethyl)-6-(1-methyl-1H-pyrazol-4-yl)-3,4-dihydroquinolin-1(2H)-yl)-1,3-dimethyl-1H-benzo[d]imidazol-2(3H)-one ClC1=CC2=C(N(C(N2C)=O)C)C=C1N1CCCC2=CC(=C(C=C12)C(F)F)C=1C=NN(C1)C